(S)-N-(5-(4-amino-1-(1-(6-(3-fluorophenyl)-3-methyl-5-oxo-5H-thiazolo[3,2-a]pyridin-7-yl)ethyl)-1H-pyrazolo[3,4-d]pyrimidin-3-yl)-2-(methoxy-d3)pyridin-3-yl)methanesulfonamide NC1=C2C(=NC=N1)N(N=C2C=2C=C(C(=NC2)OC([2H])([2H])[2H])NS(=O)(=O)C)[C@@H](C)C=2C=C1N(C(C2C2=CC(=CC=C2)F)=O)C(=CS1)C